C(C1=CC=CC=C1)NC(C(CNC(CNC(CN(S(=O)(=O)C)C1CCN(CC1)C(C)C1=CC=CC2=CC=CC=C12)=O)=O)=O)=O N-benzyl-3-(2-(2-(N-(1-(1-(naphthalen-1-yl)ethyl)piperidin-4-yl)methylsulfonamido)acetamido)acetamido)-2-oxopropanamide